COC1=C(CC2=C(C(=C(C=O)C=C2OC)OC)OC)C=CC(=C1OC)OC 4-(2,3,4-trimethoxybenzyl)trimethoxybenzaldehyde